(R)-but-3-en-2-amine hydrochloride Cl.C[C@H](C=C)N